tert-butyl (R)-2-amino-2-phenylacetate N[C@@H](C(=O)OC(C)(C)C)C1=CC=CC=C1